FC=1C=CC=C2C(=CC=NC12)[N+](=O)[O-] 8-fluoro-4-nitroquinoline